1-(4-(2'-(tert-butyl)-[3,4'-bipyridin]-5-yl)-3-chlorophenyl)-3-(2-(pyrrolidin-1-yl)ethyl)urea C(C)(C)(C)C1=NC=CC(=C1)C=1C=NC=C(C1)C1=C(C=C(C=C1)NC(=O)NCCN1CCCC1)Cl